Racemic-tert-butyl (1-(4-(2,6-dioxopiperidin-3-yl)-3,4-dihydro-2H-benzo[b][1,4]oxazin-8-yl)piperidin-4-yl)(methyl)carbamate O=C1NC(CC[C@H]1N1C2=C(OCC1)C(=CC=C2)N2CCC(CC2)N(C(OC(C)(C)C)=O)C)=O |r|